N-(2-pyridinylmethyl)-N-(4-phenyl-1H-imidazol-2-ylmethyl)-N'-(5,6,7,8-tetrahydro-8-quinolinyl)-1,4-benzenedimethanamine N1=C(C=CC=C1)CN(CC1=CC=C(C=C1)CNC1CCCC=2C=CC=NC12)CC=1NC=C(N1)C1=CC=CC=C1